Propylstearat C(CC)OC(CCCCCCCCCCCCCCCCC)=O